C(C)(C)(C)C1=CC=C(C(=O)C2=CC=C(C=C2)C(C)(C)C)C=C1 4,4'-di-t-butylbenzophenone